(6R,7R)-7-amino-3-methoxy-8-oxo-5-thia-1-aza-bicyclo[4.2.0]oct-2-ene-2-carboxylic acid N[C@H]1[C@H]2SCC(=C(N2C1=O)C(=O)O)OC